C(C1=CC=CC=C1)N1N=C(N=C1)C(=O)N[C@@H]1C(N(C=2N(CC1)C=CN2)C)=O (S)-1-benzyl-N-(9-methyl-8-oxo-6,7,8,9-tetrahydro-5H-imidazo[1,2-a][1,3]diazepin-7-yl)-1H-1,2,4-triazole-3-carboxamide